3-methyl-2-(N-methylacrylamido)butanamide CC(C(C(=O)N)N(C(C=C)=O)C)C